ClC(C)(CC(C)(C)Cl)C 2,4-dichloro-2,4-dimethylpentane